5-(5-(((6-fluorochroman-5-yl)methyl)amino)-[1,2,4]triazolo[4,3-c]pyrimidin-8-yl)benzo[c]thiophene 2,2-dioxide FC=1C(=C2CCCOC2=CC1)CNC1=NC=C(C=2N1C=NN2)C2=CC=1C(=CS(C1)(=O)=O)C=C2